ClC1=CC=C(C=C1)N(C(=O)C1=NC(=CN=C1)C1=CC=C(C=C1)OC(F)(F)F)C N-(4-chlorophenyl)-N-methyl-6-(4-(trifluoromethoxy)phenyl)pyrazine-2-carboxamide